2-(4-(((1R,2R)-2-hydroxycyclohexyl)amino)-2,3-dihydrofuro[2,3-d]pyridazin-7-yl)-5-(trifluoromethyl)pyridin-3-ol O[C@H]1[C@@H](CCCC1)NC1=C2C(=C(N=N1)C1=NC=C(C=C1O)C(F)(F)F)OCC2